di-tert-butyl (2-(aminomethyl)propane-1,3-diyl)dicarbamate NCC(CNC(OC(C)(C)C)=O)CNC(OC(C)(C)C)=O